tert-Butyl (2S,5R)-4-((3-chloro-4-fluorophenyl)(3,3-difluorocyclobutyl)methyl)-2,5-dimethylpiperazine-1-carboxylate ClC=1C=C(C=CC1F)C(N1C[C@@H](N(C[C@H]1C)C(=O)OC(C)(C)C)C)C1CC(C1)(F)F